methylenebis(6-tert-butyl-2-methylphenol) C(C=1C(=C(C(=CC1)C(C)(C)C)O)C)C=1C(=C(C(=CC1)C(C)(C)C)O)C